C(C)(C)(C)NC1=C(C=C(C(=O)OC)C=C1)[N+](=O)[O-] methyl 4-(tert-butylamino)-3-nitrobenzoate